F[C@@H]1CNCC[C@H]1NC(OC(C)(C)C)=O tert-butyl (trans-3-fluoropiperidin-4-yl)carbamate